OCC1CCN(CC1)C=1SC2=C(N1)C=C(C(=C2)NC(=O)C2=NC(=CC=C2)C(F)(F)F)OC N-[2-[4-(hydroxymethyl)-1-piperidyl]-5-methoxy-1,3-benzothiazol-6-yl]-6-(trifluoromethyl)pyridine-2-carboxamide